3-Chloro-5-{6-[2-(4-chloro-2-cyano-6,7-difluoro-indol-1-yl)-ethylamino]-pyrimidin-4-yl}-thiophen ClC1=CSC(=C1)C1=NC=NC(=C1)NCCN1C(=CC2=C(C=C(C(=C12)F)F)Cl)C#N